acrylic acid isoamyl ester C(CC(C)C)OC(C=C)=O